NC1=CC=C(C=C1)N1N=CC(=C1)CN1C2=C(C(=C(C1=O)O)C(=O)O)SC=C2 4-{[1-(4-aminophenyl)-1H-pyrazol-4-yl]methyl}-6-hydroxy-5-oxo-4,5-dihydrothieno[3,2-b]pyridine-7-carboxylic acid